CC1N(CCC(C1)C(=O)O)S(=O)(=O)C1=C(C=CC=C1)C(F)(F)F 2-methyl-1-((2-(trifluoromethyl)phenyl)sulfonyl)piperidine-4-carboxylic acid